FC1=C(C=C(C=C1)C1=C(N=C(C2=CC(=CC=C12)O)CCCC(=O)O)C1CCOCC1)C 4-(4-(4-fluoro-3-methylphenyl)-7-hydroxy-3-(tetrahydro-2H-pyran-4-yl)isoquinolin-1-yl)butanoic acid